NC1=C(N=CC(=N1)N1CCC(CC1)(C)NC(OC(C)(C)C)=O)SC1=C(C(=CC=C1)NC(CCC(N1CCN(CC1)CC1CCNCC1)=O)=O)Cl tert-butyl N-(1-{6-amino-5-[(2-chloro-3-{4-oxo-4-[4-(piperidin-4-ylmethyl)piperazin-1-yl]butanamido}phenyl)sulfanyl]pyrazin-2-yl}-4-methylpiperidin-4-yl)carbamate